NC1=C2N=CN(C2=NC(=N1)F)[C@H]1C[C@@H]([C@@](O1)(C#C)CO[P@](=O)(OC1=CC=CC=C1)N[C@@H](CC1=CC=CC=C1)C(=O)OCC(CC)CC)OC(=O)OC(CC)CC 2-Ethylbutyl ((S)-(((2R,3S,5R)-5-(6-amino-2-fluoro-9H-purin-9-yl)-2-ethynyl-3-(((pentan-3-yloxy)carbonyl)oxy) tetrahydrofuran-2-yl)methoxy)(phenoxy)phosphoryl)-L-phenylalaninate